C1=CN(C(=O)N=C1N)C[C@@H](CO)OCP(=O)([O-])[O-] The molecule is the dianion obtained by removal of two protons from the phosphonic acid group of cidofovir. It is a pyrimidone and an organophosphonate oxoanion. It is a conjugate base of a member of cidofovir anhydrous and a cidofovir(1-).